CONC=1N=NC=C(C1)OCC=1N=C(SC1)C1=CC=CC=C1 O-methyl-N-(5-((2-phenylthiazol-4-yl)methoxy)pyridazin-3-yl)hydroxylamine